FC1=CC2=C(N([C@H](CO2)CC(=O)NC)C(=O)C=2C=CC3=C(NC(CO3)=O)C2)C=C1 2-{(3S)-7-Fluoro-4-[(3-oxo-3,4-dihydro-2H-1,4-benzoxazin-6-yl)carbonyl]-3,4-dihydro-2H-1,4-benzoxazin-3-yl}-N-methylacetamide